FC=1C=C(C#N)C=C(C1)OC1=C2CCC(C2=C(C=C1)I)=O 3-fluoro-5-((7-iodo-1-oxo-2,3-dihydro-1H-inden-4-yl)oxy)benzonitrile